C(O[C@@H]1CC[C@H](CC1)C(N(C[C@@H]1CC[C@H](CC1)C1=CC(=C(C=C1)OC)C)C1=CC(=CC=C1)C=1C=NN(C1)C1CC1)=O)(OC)=O trans-4-((3-(1-Cyclopropyl-1H-pyrazol-4-yl)phenyl)((trans-4-(4-methoxy-3-methylphenyl)cyclohexyl)methyl) carbamoyl)cyclohexyl methyl carbonate